(1r,3r,5s)-8-[5-(5-fluoro-2-methoxypyridin-4-yl)-1H-pyrazole-3-carbonyl]-N-[(1s,4s)-4-(difluoromethyl)-4-methoxycyclohexyl]-8-azabicyclo[3.2.1]octane-3-carboxamide FC=1C(=CC(=NC1)OC)C1=CC(=NN1)C(=O)N1[C@H]2CC(C[C@@H]1CC2)C(=O)NC2CCC(CC2)(OC)C(F)F